CN1C=CC=2C1=NC=CC2C2=C1CN(C(C1=C(C=C2)[N+](=O)[O-])=O)C(=O)OC(C)(C)C Tert-Butyl 4-(1-methyl-1H-pyrrolo[2,3-b]pyridin-4-yl)-7-nitro-1-oxoisoindoline-2-carboxylate